COC(=O)[C@@H]1CN(C[C@H]1C1=CC=C(C=C1)OC)CC1=CC=CC=C1 |r| (±)-trans-1-benzyl-4-(4-methoxyphenyl)pyrrolidine-3-carboxylic acid methyl ester